C(C)(C)(C)C1=CC(=CC=C1O)OCC=C 6-tert-butyl-p-allyloxyphenol